CN1C(CCCC1)=O N-methyl-valerolactam